methano-choline O1C(C[N+](C)(C)C)C1